OC=1C=C(C=CC1)C1C(=C(NC=2CC(CC(C12)=O)C1=C(C=CC=C1)OC)C)C(=O)OCCOCCOCCOCCCCCC 2-(2-(2-(hexyloxy)ethoxy)ethoxy)ethyl 4-(3-hydroxyphenyl)-7-(2-methoxyphenyl)-2-methyl-5-oxo-1,4,5,6,7,8-hexahydroquinoline-3-carboxylate